CC1=C(C=C2CCCNC2=C1)C=1C=NN(C1)C 7-methyl-6-(1-methylpyrazol-4-yl)-1,2,3,4-tetrahydroquinoline